[Si](C1=CC=CC=C1)(C1=CC=CC=C1)(C(C)(C)C)OC1CN(CC(C1)C#C)C(=O)OC(C)(C)C tert-butyl 3-((tert-butyldiphenylsilyl)oxy)-5-ethynylpiperidine-1-carboxylate